ClC=CC 3-chloroprop-2-en